S(=O)(=O)(O)CCC[NH3+] (3-sulfopropyl)ammonium